COC=1C=CC=C2CCCOC12 8-methoxychromane